FC(C(C(C)=O)C)(F)F 3-trifluoromethyl-butan-2-one